(cyanomethyl)-3-ethoxy-2-methyl-3-oxo-propionic acid C(#N)CC(C(=O)O)(C(=O)OCC)C